CS(=O)(=O)N1CCC(CC1)COC=1C(C=C(OC1)CN1CC2=CC=CC=C2C1)=O 2-((5-((1-(methylsulfonyl)piperidin-4-yl)methoxy)-4-oxo-4H-pyran-2-yl)methyl)isoindoline